1-(4-amino-2,3,6-trifluorophenyl)-2,3-dihydropyridin-4(1H)-one NC1=C(C(=C(C(=C1)F)N1CCC(C=C1)=O)F)F